N1(CCC1)C(=O)C1=CC=C(C(=O)O)C=C1 4-(azetidine-1-carbonyl)benzoic acid